C(C1CO1)C1=C(C(=C(C(=C1C(C(F)(F)F)(C(F)(F)F)C1=CC=C(C=C1)N)CC1CO1)CC1CO1)N)CC1CO1 tetraglycidyl-2,2-bis(4-aminophenyl)hexafluoropropane